(3R,4S)-4-phenyl-N-(thieno[2,3-c]pyridin-3-yl)pyrrolidine-3-carboxamide dihydrochloride Cl.Cl.C1(=CC=CC=C1)[C@@H]1[C@H](CNC1)C(=O)NC1=CSC2=CN=CC=C21